CN(C(=S)SSSSCCC[Si](OC)(OC)OC)C γ-trimethoxysilylpropyl dimethylthiocarbamyl tetrasulfide